2-Cyclobutyl-N-(5-(6-(3-methoxy-4-((1-methylpiperidin-4-yl)methoxy)phenyl)pyrazin-2-yl)thiophen-3-yl)acetamide C1(CCC1)CC(=O)NC1=CSC(=C1)C1=NC(=CN=C1)C1=CC(=C(C=C1)OCC1CCN(CC1)C)OC